(1S,3aR,6aS)-N-((R)-1-cyano-2-((R)-2-oxopyrrolidin-3-yl)ethyl)-2-(4-methoxy-1H-indole-2-carbonyl)-5,5-difluorooctahydrocyclopenta[c]pyrrole-1-carboxamide C(#N)[C@@H](C[C@@H]1C(NCC1)=O)NC(=O)[C@H]1N(C[C@H]2[C@@H]1CC(C2)(F)F)C(=O)C=2NC1=CC=CC(=C1C2)OC